CC(CC(=O)OOC(CC(CC(C)C)(C)C)=O)(CC(C)C)C bis-(3,3,5-trimethylhexanoyl) peroxide